10-bromo-8-(pyrimidin-2-yl)-7,8-dihydropyrido[2',3':4,5]pyrrolo[1,2-a]pyrazin-9(6H)-one BrC=1C2=C(N3C1C(N(CC3)C3=NC=CC=N3)=O)C=CC=N2